C1(=CC=CC=C1)C1CCC(O1)=O 5-phenyldihydrofuran-2(3H)-one